1-(4-(((2-(trifluoromethyl)pyridin-3-yl)methyl)amino)pyrido[2,3-d]pyrimidin-2-yl)azetidine-3-carbonitrile FC(C1=NC=CC=C1CNC=1C2=C(N=C(N1)N1CC(C1)C#N)N=CC=C2)(F)F